9,14-Dihydrodibenzo[2,3:6,7]azepino[4,5-b]indol C1=CC=CC=2C3=C(NC12)C1=C(NC2=C3C=CC=C2)C=CC=C1